N-(5-bromo-4-(4-chloro-3-fluorophenyl)thiazol-2-yl)-5-((2-((tert-butyldimethylsilyl)oxy)-3-methoxybenzyl)amino)-3-methylpyridine-2-sulfonamide BrC1=C(N=C(S1)NS(=O)(=O)C1=NC=C(C=C1C)NCC1=C(C(=CC=C1)OC)O[Si](C)(C)C(C)(C)C)C1=CC(=C(C=C1)Cl)F